Cyanoethylsilane C(#N)CC[SiH3]